[N+](=O)([O-])C=1C(=NN(C1)C1OCCCC1)C(=O)N 4-nitro-1-(tetrahydro-2H-pyran-2-yl)-1H-pyrazole-3-carboxamide